C(#C)C1=CC=C[CH-]1.[CH-]1C=CC=C1.[Fe+2] C5-ethynylferrocene